4-(((S)-2-Hydroxy-1-methylethyl)sulfonamido)-N-(6-methyl-2-((R)-2-methylmorpholino)pyrimidin-4-yl)-2-(6-azaspiro[2.5]octan-6-yl)benzamide OC[C@H](C)S(=O)(=O)NC1=CC(=C(C(=O)NC2=NC(=NC(=C2)C)N2C[C@H](OCC2)C)C=C1)N1CCC2(CC2)CC1